O1CC(C1)OC1=CC=C(C(=O)N)C=C1 4-(oxetan-3-yloxy)benzamide